(+)-Nickel oxide [Ni]=O